C(C)S(=O)(=O)N1CCC2(C[C@H](OC2=O)CCN2CCN(CC2)C2=CC=C(C=C2)C)CC1 (S)-8-(ethylsulfonyl)-3-(2-(4-(p-tolyl)piperazin-1-yl)ethyl)-2-oxa-8-azaspiro[4.5]decan-1-one